Methyl 5-[4-[1-(3-fluoropropyl)azetidine-3-carbonyl]phenyl]-6-isobutyl-6,7,8,9-tetrahydro-5H-benzo[7]annulene-2-carboxylate FCCCN1CC(C1)C(=O)C1=CC=C(C=C1)C1C(CCCC2=C1C=CC(=C2)C(=O)OC)CC(C)C